[N+](=O)([O-])C1=CC=C(C(=O)O[C@H]2CO[C@@H](C2)CC=C)C=C1 |o1:10,13| (3R*,5R*)-5-Allyltetrahydrofuran-3-yl 4-nitrobenzoate